CC1=CC=C(C=C1)S(=O)(=O)OC1=CC=C(C=C1)S(=O)(=O)ON=CC ethanone O-(4-(4-methyl-phenylsulfonyloxy)phenylsulfonyl) oxime